tert-butyl (1-(2,5-dimethoxy-4-propylphenyl)butan-2-yl)carbamate COC1=C(C=C(C(=C1)CCC)OC)CC(CC)NC(OC(C)(C)C)=O